C(C([2H])[2H])NC(CC1=CNC2=CC=CC=C12)([2H])[2H] 3-(N-ethyl-d2-aminoethyl-d2)indole